(R)-3-(trifluoromethyl)-5,6,6a,7,9,10-hexahydro-8H-pyrazino[1,2-a][1,8]naphthyridin FC(C1=CC=2CC[C@H]3N(C2N=C1)CCNC3)(F)F